FC1C(C(C(C1F)F)F)F 1,2,3,4,5-Pentafluorocyclopentan